3-(3-aminopropyl)tetramethyldisiloxane NCCC[SiH](O[Si](C)(C)C)C